3-((3-(4-fluoro-2-(3-fluoro-phenyl)pyrrolidine-1-carbonyl)bicyclo[1.1.1]-pentan-1-yl)methoxy)-benzonitrile FC1CC(N(C1)C(=O)C12CC(C1)(C2)COC=2C=C(C#N)C=CC2)C2=CC(=CC=C2)F